N(=[N+]=[N-])CCC1=C(C=C(C(=C1)OC)OC)CC 1-(2-azidoethyl)-2-ethyl-4,5-dimethoxybenzene